C(C1=CC=CC=C1)NC12CC(C(CC1)(CC2)C(=O)N=[N+]=[N-])=O 4-(benzylamino)-2-oxobicyclo[2.2.2]octane-1-carbonyl azide